1-(2,4-dichlorophenyl)-trans-1-butene ClC1=C(C=CC(=C1)Cl)\C=C\CC